N1=C(C=NC=C1)C(=O)N pyrazine-2-Carboxamide